N-(2-((R)-3-(dimethylamino)pyrrolidin-1-yl)-5-((6-((R)-3-(4-fluoro-3-(trifluoromethyl)phenyl)isooxazolidin-2-yl)pyrimidin-4-yl)amino)-4-methoxyphenyl)acrylamide CN([C@H]1CN(CC1)C1=C(C=C(C(=C1)OC)NC1=NC=NC(=C1)N1OCC[C@@H]1C1=CC(=C(C=C1)F)C(F)(F)F)NC(C=C)=O)C